4-amino-4-cyano-N-[4-(3-cyanophenyl)-5-(2,6-dimethyl-4-pyridinyl)thiazol-2-yl]piperidine-1-carboxamide NC1(CCN(CC1)C(=O)NC=1SC(=C(N1)C1=CC(=CC=C1)C#N)C1=CC(=NC(=C1)C)C)C#N